FC1(CCC(CC1)NC1=NC(=CC(=N1)N1CCN(CC1)C(C)=O)N1N=C(C=C1)OC)F 1-(4-(2-((4,4-difluorocyclohexyl)amino)-6-(3-methoxy-1H-pyrazol-1-yl)pyrimidin-4-yl)piperazin-1-yl)ethan-1-one